ClC1=CC(=C(OCC2=NC=CC(=C2)O[C@@H]2C[C@@H](N(CC2)CC2=NC3=C(N2C[C@H]2OCC2)C=C(C=C3)C(=O)O)CF)C=C1)F (((2R,4S)-4-((2-((4-Chloro-2-fluorophenoxy)methyl)pyridin-4-yl)oxy)-2-(fluoromethyl)piperidin-1-yl)methyl)-1-(((S)-oxetan-2-yl)methyl)-1H-benzo[d]imidazole-6-carboxylic acid